ethyl-2-(3-bromo-1-[[4-(morpholin-4-ylmethyl)phenyl]methyl]-5-oxo-1,2,4-triazol-4-yl)propanoate C(C)OC(C(C)N1C(=NN(C1=O)CC1=CC=C(C=C1)CN1CCOCC1)Br)=O